CSCC1=C(C=CC(=C1)[N+](=O)[O-])N1CCOCC1 4-(2-((Methylthio)methyl)-4-nitrophenyl)morpholine